ClC1=C(C(=CC(=C1)C#N)F)NC=1N(C2=NC(=NC=C2N1)NC1CC(C1)(F)F)C1CCC(CC1)C(=O)N (1s,4s)-4-(8-(2-chloro-4-cyano-6-fluorophenylamino)-2-(3,3-difluorocyclobutylamino)-9H-purin-9-yl)cyclohexanecarboxamide